[(4-Amino-5-benzoyl-1,3-thiazol-2-yl)(4-fluorophenyl)amino]butanamid NC=1N=C(SC1C(C1=CC=CC=C1)=O)N(C1=CC=C(C=C1)F)C(C(=O)N)CC